[N-]=[N+]=[N-].C1(C(C=CC2=CC=CC=C12)=O)=O 2-naphthoquinone azide